FC1CN(CC1)CCCOC=1C(=CC=2C=C3C(N(C2C1)C)CCC3)OC 6-[3-(3-fluoropyrrolidin-1-yl)propoxy]-7-methoxy-N-methyl-1H,2H,3H-cyclopenta[b]quinolin